methyl-1H-pyrazole-3-sulfonyl chloride CN1N=C(C=C1)S(=O)(=O)Cl